(E)-4-(benzyloxy)-6-(4-fluorophenylvinyl)-2-hydroxy-3-(3-methylbut-2-en-1-yl)benzoic acid C(C1=CC=CC=C1)OC1=C(C(=C(C(=O)O)C(=C1)\C=C\C1=CC=C(C=C1)F)O)CC=C(C)C